CC=1N(C(=CC1C(CN1CCCCC1)=O)C)CC(F)(F)F 1-(2,5-Dimethyl-1-(2,2,2-trifluoroethyl)-1H-pyrrol-3-yl)-2-(piperidin-1-yl)ethanone